6-(tert-butylsulfonyl)-3-(3-fluoro-4-methoxy-5-(pyrimidin-5-yl)phenyl)-7-methoxyimidazo[1,2-a]pyridine C(C)(C)(C)S(=O)(=O)C=1C(=CC=2N(C1)C(=CN2)C2=CC(=C(C(=C2)C=2C=NC=NC2)OC)F)OC